N-[2-(3,3-difluoropiperidin-1-yl)-6-(pyrrolidin-1-yl)pyrimidin-4-yl]-1-(propan-2-yl)-1H-pyrazolo[4,3-c]pyridin-6-amine FC1(CN(CCC1)C1=NC(=CC(=N1)NC1=CC2=C(C=N1)C=NN2C(C)C)N2CCCC2)F